CC1=NC=CC(=C1)[C@@H](CC(=O)O)C1(CC1)C(F)(F)F (3R)-3-(2-methylpyridin-4-yl)-3-[1-(trifluoromethyl)cyclopropyl]propanoic acid